C1(=CC=CC=C1)C=1OC2=C(C1B1OC(C(O1)(C)C)(C)C)C=CC=C2 2-phenyl-3-(4,4,5,5-tetramethyl-1,3,2-dioxaborolan-2-yl)benzofuran